8-oxo-5,6,7,8-tetrahydro-1,7-naphthyridine-2-carboxylic acid methyl ester COC(=O)C1=NC=2C(NCCC2C=C1)=O